C1=CC=CC=2C3=CC=CC=C3C(C12)COC(=O)N[C@H](C(=O)O)CC=1N=NC(=CC1)C#N (S)-2-((((9H-fluoren-9-yl)methoxy)carbonyl)amino)-3-(6-cyanopyridazin-3-yl)propionic acid